(+)-gluconic acid O=C([C@H](O)[C@@H](O)[C@H](O)[C@H](O)CO)O